CN1C(=NC2=C1C=CC=C2)C2=CC1=C(N=C(N1CC1=CC(=C(C=C1)C=1C(=CC=CC1)S(=O)(=O)NC1=C(C(=NO1)C)C)COCC)CCC)C(=C2)C 4'-((1,7'-dimethyl-2'-propyl-1H,3'H-[2,5'-bibenzo[d]imidazol]-3'-yl)methyl)-N-(3,4-dimethylisoxazol-5-yl)-2'-(ethoxymethyl)-[1,1'-biphenyl]-2-sulfonamide